3-(1-benzyl-1H-1,2,3-triazol-4-yl)propionic acid C(C1=CC=CC=C1)N1N=NC(=C1)CCC(=O)O